3-METHOXYPHENOL COC=1C=C(C=CC1)O